(2S,4S)-1-(4-(Benzyloxy)-5-methoxy-2-nitrobenzoyl)-4-hydroxypyrrolidine-2-carboxylic acid methyl ester COC(=O)[C@H]1N(C[C@H](C1)O)C(C1=C(C=C(C(=C1)OC)OCC1=CC=CC=C1)[N+](=O)[O-])=O